N-2-ethyl-(3-methylphenyl)aminoethylacetamide CCNC(CCCNC1=CC(=CC=C1)C)=O